[phenyl(dimethylfluorenyl)triazinyl](phenyldibenzoselenophene) C1(=CC=CC=C1)C1=C(C(=NN=N1)C1=C(C2=C([Se]C3=C2C=CC=C3)C=C1)C1=CC=CC=C1)C1=C(C(=CC=3C2=CC=CC=C2CC13)C)C